C(CCCCC)OCOCC/C=C/CC[Mg]Cl (3E)-6-(hexoxymethoxy)-3-hexenyl-magnesium chloride